potassium trifluoro(vinyl)borane salt FC(=C(F)F)B.[K]